7-chloro-N-[3-fluorobicyclo[1.1.1]pentan-1-yl]-N-methyl-1H-pyrrolo[2,3-c]pyridine-2-carboxamide ClC=1N=CC=C2C1NC(=C2)C(=O)N(C)C21CC(C2)(C1)F